N[C@H](C(=O)N[C@@H]1[C@H]([C@H](NC1)C(=O)O)CCCB(O)O)[C@@H](CC)C (2S,3R,4R)-4-((2S,3R)-2-amino-3-methylpentanamido)-3-(3-boronopropyl)pyrrolidine-2-carboxylic acid